9,9-bis(4-hydroxy-2-methylphenyl)fluorene OC1=CC(=C(C=C1)C1(C2=CC=CC=C2C=2C=CC=CC12)C1=C(C=C(C=C1)O)C)C